(R)-3-((4-cyano-3-fluoro-5-methoxybenzyl)oxy)pyrrolidine-1-carboxylic acid tert-butyl ester C(C)(C)(C)OC(=O)N1C[C@@H](CC1)OCC1=CC(=C(C(=C1)OC)C#N)F